(5-(2-(benzylsulfanyl)-4-fluorophenoxy)pyrimidin-4-yl)-2,6-diazaspiro[3.3]heptane-2-carboxylic acid tert-butyl ester C(C)(C)(C)OC(=O)N1C(C2(C1)CNC2)C2=NC=NC=C2OC2=C(C=C(C=C2)F)SCC2=CC=CC=C2